ethyl 7-{2-[(3-methyl-5-nitropyridin-2-yl)carbonyl]hydrazino}-7-oxoheptanoate CC=1C(=NC=C(C1)[N+](=O)[O-])C(=O)NNC(CCCCCC(=O)OCC)=O